N-(5,6-dimethoxybenzothiazol-2-yl)-2-(4-methoxyphenoxy)-2-{2-[(4-methoxyphenyl)sulfonyl]phenyl}acetamide COC=1C(=CC2=C(N=C(S2)NC(C(C2=C(C=CC=C2)S(=O)(=O)C2=CC=C(C=C2)OC)OC2=CC=C(C=C2)OC)=O)C1)OC